methyl (S)-2-amino-3-(8-(3-(dimethylamino)pyridin-2-yl)quinolin-5-yl)propanoate N[C@H](C(=O)OC)CC1=C2C=CC=NC2=C(C=C1)C1=NC=CC=C1N(C)C